3-(2-naphthalenyl)-alanine C1=C(C=CC2=CC=CC=C12)C[C@H](N)C(=O)O